O1CCN(CC1)C1=C(C=CC(=C1)N1CCOCC1)NC=1SC(=NN1)NC N2-(2,4-dimorpholinophenyl)-N5-methyl-1,3,4-thiadiazole-2,5-diamine